tert-Butyl 4-[4-[3-cyano-4-[1-(2-methoxycarbonylphenyl) ethoxy]pyrazolo[1,5-a]pyridin-6-yl]-5-methyl-triazol-1-yl]piperidine-1-carboxylate C(#N)C=1C=NN2C1C(=CC(=C2)C=2N=NN(C2C)C2CCN(CC2)C(=O)OC(C)(C)C)OC(C)C2=C(C=CC=C2)C(=O)OC